1-(3-(4-(2-(trifluoromethyl)phenyl)piperidine-1-carbonyl)-4,6-dihydropyrrolo[3,4-c]pyrazol-5(1H)-yl)ethan-1-one FC(C1=C(C=CC=C1)C1CCN(CC1)C(=O)C=1C2=C(NN1)CN(C2)C(C)=O)(F)F